C1(CC1)CN1C(=CC2=C1N=C(N=C2)OC)C(=O)OCC2CC2 cyclopropylmethyl 7-(cyclopropylmethyl)-2-methoxy-7H-pyrrolo[2,3-d]pyrimidine-6-carboxylate